1-hexadecanoyl-2-(9Z-heptadecenoyl)-sn-glycero-3-phosphocholine CCCCCCCCCCCCCCCC(=O)OC[C@H](COP(=O)([O-])OCC[N+](C)(C)C)OC(=O)CCCCCCC/C=C\CCCCCCC